Benzyl-(S)-N-((2S,3R)-1-amino-3-hydroxy-1-oxobutan-2-yl)-1-((S)-1-((2R,3R)-2-amino-3-hydroxybutanoyl)pyrrolidine-2-carbonyl)pyrrolidine-2-carboxamide C(C1=CC=CC=C1)[C@]1(N(CCC1)C(=O)[C@H]1N(CCC1)C([C@@H]([C@@H](C)O)N)=O)C(=O)N[C@H](C(=O)N)[C@@H](C)O